FC1(CC(CC1)NC=1C(=NC(=NC1)N1N=C(C=C1C)C)C=O)F ((3,3-difluorocyclopentyl)amino)-2-(3,5-dimethyl-1H-pyrazol-1-yl)pyrimidine-4-carbaldehyde